C[C@]1(C2=C(NC=3N=CC(=C(C13)C#N)C(F)(F)F)CC(CC2=O)(C)C)C2=CC=CC=C2 (S)-5,8,8-trimethyl-6-oxo-5-phenyl-3-(trifluoromethyl)-5,6,7,8,9,10-hexahydrobenzo[b][1,8]naphthyridine-4-carbonitrile